C(=C\C1=CC=CC=C1)/C1=NC(=NC=C1)C(=O)OC (E)-methyl 4-styrylpyrimidine-2-carboxylate